C(#N)CC(=O)N1C[C@@H](C[C@@H](C1)C)NC1=C2C(=NC=C1C=1OC=C(N1)C(=O)NC)NC=C2 2-(4-(((3R,5S)-1-(2-cyanoacetyl)-5-methylpiperidin-3-yl)amino)-1H-pyrrolo[2,3-b]pyridin-5-yl)-N-methyloxazole-4-carboxamide